tert-butyl (1R,4R,5R)-5-((3-amino-7-bromo-2-(3-(dimethylamino)-azetidin-1-yl)-8-fluoro-6-iodoquinolin-4-yl)amino)-2-azabicyclo[2.1.1]hexane-2-carboxylate NC=1C(=NC2=C(C(=C(C=C2C1N[C@@H]1[C@H]2CN([C@@H]1C2)C(=O)OC(C)(C)C)I)Br)F)N2CC(C2)N(C)C